10-(4-Fluorophenyl)-11-isopropyl-2,4,5,8,10-pentaazatricyclo[7.3.0.03,7]dodecane FC1=CC=C(C=C1)N1C2NC3CNNC3NC2CC1C(C)C